5-(1-(2,2-difluoroethyl)-4-fluoro-2-methyl-1H-benzo[d]imidazol-6-yl)-6-fluoro-N-((3R,4S)-3-fluoro-1-(oxetan-3-yl)piperidin-4-yl)-4-(methoxy-d3)pyrrolo[2,1-f][1,2,4]triazin-2-amine FC(CN1C(=NC2=C1C=C(C=C2F)C=2C(=CN1N=C(N=C(C12)OC([2H])([2H])[2H])N[C@@H]1[C@@H](CN(CC1)C1COC1)F)F)C)F